citric acid, cyanide C(CC(O)(C(=O)C#N)CC(=O)C#N)(=O)C#N